BIS(2-BUTYLOCTYL) 10-(2-FLUORO-N-(3-(PYRROLIDIN-1-YL)PROPYL)NONANAMIDO)NONADECANEDIOATE FC(C(=O)N(CCCN1CCCC1)C(CCCCCCCCC(=O)OCC(CCCCCC)CCCC)CCCCCCCCC(=O)OCC(CCCCCC)CCCC)CCCCCCC